C(C)(C)(C)OC(=O)N1C[C@@H](N(CC1)C=1C2=C(N(C(N1)=O)C1=C(C(=O)O)C=CC=C1C)N(C(=C2)F)C2=C(C=CC=C2OCOC)F)C 2-(4-((S)-4-(tert-butoxycarbonyl)-2-methylpiperazin-1-yl)-6-fluoro-7-(2-Fluoro-6-(methoxymethoxy)phenyl)-2-oxopyrrolo[2,3-d]pyrimidin-1(2H)-yl)-3-methylbenzoic acid